(3-methoxy-4-((4-morpholino-3-(trifluoromethyl)-1H-pyrrolo[2,3-b]pyridin-6-yl)amino)phenyl)(morpholino)methanone COC=1C=C(C=CC1NC1=CC(=C2C(=N1)NC=C2C(F)(F)F)N2CCOCC2)C(=O)N2CCOCC2